C(C)(C)(C)C1=C(C=C(C(=O)N)C=C1)OC 4-(tert-butyl)-3-methoxybenzamide